N-(2-(4-((3-((1H-pyrazol-4-yl)amino)-5-(trifluoromethoxy)benzyl)amino)butoxy)ethyl)-6-(4H-1,2,4-triazol-4-yl)-1H-indazol-4-amine N1N=CC(=C1)NC=1C=C(CNCCCCOCCNC=2C=3C=NNC3C=C(C2)N2C=NN=C2)C=C(C1)OC(F)(F)F